(R)-N-(4-(4-cyclopropyl-1H-imidazole-1-yl)pyridine-2-yl)-6-(4-(1-methoxypropane-2-yl)-4H-1,2,4-triazole-3-yl)pyridinecarboxamide C1(CC1)C=1N=CN(C1)C1=CC(=NC=C1)NC(=O)C1=NC(=CC=C1)C1=NN=CN1[C@@H](COC)C